BrC=1C=C2C(CC3(CCNCC3)C2=CC1)O D-5-bromo-2,3-dihydrospiro[inden-1,4'-piperidin]-3-ol